CN(C1COC2(CN(C2)C2=NC=NC(=C2)N2CCOCC2)C1)C1=CC=CC=C1 N-Methyl-2-(6-morpholinopyrimidin-4-yl)-N-phenyl-5-oxa-2-azaspiro[3.4]octan-7-amine